(4-(4-fluorophenoxy)butanoyl)glycine FC1=CC=C(OCCCC(=O)NCC(=O)O)C=C1